C(C1=CC=CC=C1)OC(NC1C(CNCC1)F)=O (3-fluoro-piperidin-4-yl)-carbamic acid benzyl ester